C(C=C)OC1CCN(CC1)S(=O)(=O)Cl 4-(allyloxy)piperidine-1-sulfonyl chloride